NC=1C=C(C=CC1)\C(=C/C#N)\C1=CC=CC=C1 (Z)-3-(3-aminophenyl)-3-phenylacrylonitrile